1-amino-1,3-butadiene NC=CC=C